(E)-4-(dimethylamino)-1-(3-(5-methylfuran-2-carbonyl)-3,6-diazabicyclo[3.1.1]heptan-6-yl)but-2-en-1-one CN(C/C=C/C(=O)N1C2CN(CC1C2)C(=O)C=2OC(=CC2)C)C